1-(3-((4-((4'-fluoro-4-methoxy-2'-methyl-[1,1'-biphenyl]-3-yl)amino)-7-methoxyquinazoline-6-yl)oxy)azetidin-1-yl)prop-2-en-1-one FC1=CC(=C(C=C1)C1=CC(=C(C=C1)OC)NC1=NC=NC2=CC(=C(C=C12)OC1CN(C1)C(C=C)=O)OC)C